ClC=1C(=C(C2=C(CCCCC2)C1)C(=O)OC)OC methyl 2-chloro-3-methoxy-6,7,8,9-tetrahydro-5H-benzo[7]annulene-4-carboxylate